C(C)N(CCCOC1=C(C=C2C(=CC=NC2=C1)OC1=C(C=C(C=C1)NC(=O)C1([C@@H]([C@@H]1C)C)C(=O)NC1=CC=C(C=C1)F)F)OC)CC (1R,2R,3S)-N-(4-{[7-{[3-(diethylamino)propyl]oxy}-6-(methyloxy)quinolin-4-yl]oxy}-3-fluorophenyl)-N'-(4-fluorophenyl)-2,3-dimethylcyclopropane-1,1-dicarboxamide